COC1=CC(=CC2=C1N(C(=N2)C2=CC=1C=CC=3[C@H](NC(CCCCCCCN2C1C3)=O)C)C)C(=O)OC(C)C Isopropyl 7-methoxy-1-methyl-2-[(11R)-11-methyl-9-oxo-1,10-diazatricyclo[10.5.2.015,18]nonadeca-12(19),13,15(18),16-tetraen-17-yl]benzimidazole-5-carboxylate